CN1N=C2C(N(CCC2=C1\C=C\C1=CC=CC=C1)C(=O)OC(C)(C)C)C tert-butyl 2,7-dimethyl-3-[(E)-styryl]-5,7-dihydro-4H-pyrazolo[3,4-c]pyridine-6-carboxylate